FC(=C(C(OC(C(C(OC(F)(F)F)(F)F)(F)F)(F)F)(F)F)F)F perfluoro-4,8-dioxa-1-nonene